3-fluoro-2-(5-methyl-3-{[(3R)-1-methylpiperidin-3-yl]amino}-1,2,4-triazin-6-yl)-5-(trifluoromethyl)phenol FC=1C(=C(C=C(C1)C(F)(F)F)O)C1=C(N=C(N=N1)N[C@H]1CN(CCC1)C)C